NC1=CC=C(C=C1)N1CC[C@]2(C(C=3C=CSC3N=C12)=O)O (9S)-12-(4-Aminophenyl)-9-hydroxy-4-thia-2,12-diazatricyclo[7.3.0.03,7]dodeca-1,3(7),5-trien-8-on